7-chloro-1-((1s,4s)-4-isopropylcyclohexyl)-2-(2-(2-oxopiperidin-1-yl)ethyl)-1,2-dihydro-3H-spiro[isoquinoline-4,4-piperidin]-3-one ClC1=CC=C2C(=C1)C(N(C(C21CCNCC1)=O)CCN1C(CCCC1)=O)C1CCC(CC1)C(C)C